ClC=1C=CC(=NC1)NC(=O)C1CC2(C1)CCC(CC2)C2=CC=NC1=CC=C(C=C21)F N-(5-chloropyridine-2-yl)-7-(6-fluoroquinoline-4-yl)spiro[3.5]nonane-2-carboxamide